C(C=C)(=O)N1C[C@H](C[C@@H]1COC)N1N=C(C(=C1NC)C(=O)N)C#CC=1N=C2N(C=CC=C2)C1C#N 1-((3s,5r)-1-propenoyl-5-(methoxymethyl)pyrrolidin-3-yl)-3-((3-cyanoimidazo[1,2-a]pyridin-2-yl)ethynyl)-5-(methylamino)-1H-pyrazole-4-carboxamide